C(C)(=O)OC1CC2=CC[C@H]3[C@@H]4CC[C@H]([C@@H](CCC(=O)O)C)[C@]4(CC[C@@H]3[C@]2(CC1)C)C 3-acetoxy-5-cholenoic acid